1-Cyclopropyl-2-(4-ethylpyrimidin-5-yl)-1H-benzo[d]imidazol-6-carbonitril C1(CC1)N1C(=NC2=C1C=C(C=C2)C#N)C=2C(=NC=NC2)CC